C(C)(C)(C)ONC([C@H](C)OC1=CC=C(C=C1)Cl)=O (2S)-N-(tert-butoxy)-2-(4-chlorophenoxy)propanamide